(2R,3R,4S,5S)-4-[[3-(3-Chloro-4-fluoro-2-methoxy-phenyl)-5-methyl-5-(trifluoromethyl)tetrahydrofuran-2-carbonyl]amino]-N-methyl-pyridin-2-carboxamid ClC=1C(=C(C=CC1F)[C@@H]1[C@@H](O[C@@](C1)(C(F)(F)F)C)C(=O)NC1=CC(=NC=C1)C(=O)NC)OC